BrC1=C(OC=2C1=NC(=CC2N(C(OC(C)(C)C)=O)CC=2SC=CC2)Cl)[C@@H]2[C@H](CCCC2)NC(=O)OC(C)(C)C tert-butyl N-{3-bromo-2-[(1S,2S)-2-[(tert-butoxycarbonyl)amino]cyclohexyl]-5-chlorofuro[3,2-b]pyridin-7-yl}-N-(thiophen-2-ylmethyl)carbamate